CC1(OB(OC1(C)C)C1(CC1)C1=CSC=C1)C 4,4,5,5-tetramethyl-2-(1-(thiophen-3-yl)cyclopropyl)-1,3,2-dioxaborolane